4-(6,7-dimethoxyquinazolin-4-yl)-6,6-difluoro-1,4-diazacycloheptane-1-sulfonylamine hydrochloride Cl.COC=1C=C2C(=NC=NC2=CC1OC)N1CCN(CC(C1)(F)F)S(=O)(=O)N